1-oxo-2,7-diazaspiro[4.4]nonane-7-carboxylate O=C1NCCC12CN(CC2)C(=O)[O-]